[S].[Te] tellurium compound with sulfur